allyl-butyl isocyanate C(C=C)CCCCN=C=O